{3-chloro-5-[(3R)-3-methylmorpholin-4-yl]-[1,2]thiazolo[4,5-b]pyridin-7-yl}cyclohexane-1-carbonitrile ClC1=NSC=2C1=NC(=CC2C2(CCCCC2)C#N)N2[C@@H](COCC2)C